C(C)(C)(C)OC(=O)N(CCN(C(OC(C)(C)C)=O)C)CCOC1=CC=C2C(=CC=NC2=C1)NC1=CN=NC(=C1)C1=C(C=CC(=C1)Cl)F tert-butyl N-(2-{[(tert-butoxy)carbonyl]({2-[(4-{[6-(5-chloro-2-fluorophenyl)pyridazin-4-yl]amino} quinolin-7-yl)oxy]ethyl})amino}ethyl)-N-methylcarbamate